Cl.Cl.C[C@@H]1COC2=C(CN1)C=NC=C2C#N (3R)-3-methyl-2,3,4,5-tetrahydropyrido[3,4-f][1,4]oxazepine-9-Carbonitrile dihydrochloride